N-[5-[5-[(1R,2S)-2-fluorocyclopropyl]-1,2,4-oxadiazol-3-yl]-2-methyl-phenyl]-7-[(1-hydroxycyclopropyl)methoxymethyl]imidazo[1,2-a]pyridine-3-carboxamide F[C@@H]1[C@H](C1)C1=NC(=NO1)C=1C=CC(=C(C1)NC(=O)C1=CN=C2N1C=CC(=C2)COCC2(CC2)O)C